acryloyloxyundecyl-bromodimethylsilane C(C=C)(=O)OCCCCCCCCCCC[Si](C)(C)Br